C[C@@H](C(=O)O)CCC |r| (2RS)-2-methyl-valeric acid